ClC=1C(=NC=C(N1)Cl)C12C(C(C1)(C2)C)C2=NC1=CC=CC=C1C(=C2)C 2-(1-(3,5-dichloropyrazin-2-yl)-3-methylbicyclo[1.1.1]pentan-2-yl)-4-methylquinoline